(2R,3S,4R,5R)-5-(4-Aminopyrrolo[2,1-f][1,2,4]triazin-7-yl)-5-cyano-3,4-dihydroxytetrahydrofuran-2-nicotinic acid methyl ester COC(C1CN=CC=C1[C@H]1O[C@@]([C@@H]([C@@H]1O)O)(C#N)C1=CC=C2C(=NC=NN21)N)=O